1-methyl-4-[4-(6-methylpyridin-3-yl)piperidin-1-yl]-2-oxo-1,2-dihydroquinoline-3-carbonitrile CN1C(C(=C(C2=CC=CC=C12)N1CCC(CC1)C=1C=NC(=CC1)C)C#N)=O